(4-(1-ethyl-4-(trifluoromethyl)-1H-imidazol-2-yl)phenyl)-6,7-dihydropyrazolo[1,5-a]pyridin-4(5H)-imine C(C)N1C(=NC(=C1)C(F)(F)F)C1=CC=C(C=C1)C1=NN2C(C(CCC2)=N)=C1